[N+](=O)([O-])N nitroammonia